2-bromo-2-methyl-N-[3-(triethoxysilyl)propyl]propionamide BrC(C(=O)NCCC[Si](OCC)(OCC)OCC)(C)C